2-(9-((1R,3s,5S)-9-azabicyclo[3.3.1]nonan-3-yl)-6,7,8,9-tetrahydropyridazino[4,3-b][1,4]oxazepin-3-yl)-5-(1-methyl-1H-pyrazol-4-yl)phenol [C@H]12CC(C[C@H](CCC1)N2)N2C1=C(OCCC2)C=C(N=N1)C1=C(C=C(C=C1)C=1C=NN(C1)C)O